OC(CC(=O)OCC1=CC=CC=C1)CO benzyl 3,4-dihydroxybutyrate